2-({7-amino-1-oxo-4-[3-(pyridin-3-yl)phenyl]-2,3-dihydro-1H-isoindol-2-yl}methyl)prop-2-enamide NC=1C=CC(=C2CN(C(C12)=O)CC(C(=O)N)=C)C1=CC(=CC=C1)C=1C=NC=CC1